CC1(CCC(CC1)=C1N=C(OC1)C1=CC=NN1C)C 4-(4,4-dimethylcyclohexylidene)-2-(1-methyl-1H-pyrazol-5-yl)oxazol